Methyl ((2-(((1s,3R)-3-formylcyclobutyl)methoxy)-4-methylphenyl)sulfonyl)-L-prolinate C(=O)C1CC(C1)COC1=C(C=CC(=C1)C)S(=O)(=O)N1[C@@H](CCC1)C(=O)OC